ClC(C1=NN(C=C1Br)C)Cl 3-(dichloromethyl)-4-bromo-1-methyl-1H-pyrazole